4-bromo-N-(2,2,2-trifluoroethyl)pyridine-2-Sulfonamide BrC1=CC(=NC=C1)S(=O)(=O)NCC(F)(F)F